BrC1=C(C(=CC(=C1)C)F)NC(C(F)(F)F)=O N-(2-bromo-6-fluoro-4-methylphenyl)-2,2,2-trifluoroacetamide